FC1=C(OC2=CC(=C(C(=O)C3=CNC4=NC=C(C(=C43)N[C@@H]4CC[C@H](OC4)CNC(=O)N)OC)C=C2)F)C(=CC=C1)F 1-(((2S,5R)-5-((3-(4-(2,6-difluorophenoxy)-2-fluorobenzoyl)-5-methoxy-1H-pyrrolo[2,3-b]pyridin-4-yl)amino)tetrahydro-2H-pyran-2-yl)methyl)urea